COC1=CC=C(C=C1)CC=C1C(C(=O)OC1=O)=C(C)C (p-methoxyphenyl)-ethylidene(isopropylidene)succinic anhydride